tert-Butyl(2-(4-methyl-3-((1-(naphthalen-1-yl)cyclopropyl)carbamoyl)phenoxy)-1-phenylethyl)carbamate C(C)(C)(C)OC(NC(COC1=CC(=C(C=C1)C)C(NC1(CC1)C1=CC=CC2=CC=CC=C12)=O)C1=CC=CC=C1)=O